(R)-8-(benzyloxy)-5-(2-((1H-benzo[d]imidazol-2-yl)amino)-1-hydroxyethyl)quinoline C(C1=CC=CC=C1)OC=1C=CC(=C2C=CC=NC12)[C@H](CNC1=NC2=C(N1)C=CC=C2)O